FC1=C(C(=CC=C1)C)N1CCC(CC1)N1C(N(C=2C(C1)=CN(N2)CC2(COC2)O)CC2=C(C=CC=C2)C(F)(F)F)=O 5-[1-(2-Fluoro-6-methyl-phenyl)-piperidin-4-yl]-2-(3-hydroxy-oxetan-3-ylmethyl)-7-(2-trifluoromethyl-benzyl)-2,4,5,7-tetrahydro-pyrazolo[3,4-d]pyrimidin-6-on